5-(1-hydroxy-2-nitropropyl)-4-methyl-isobenzofuran-1(3H)-one OC(C(C)[N+](=O)[O-])C=1C(=C2COC(C2=CC1)=O)C